tert-Butyl-{8-fluoro-1-[trans-4-(pyridin-2-yloxy)cyclohexyl]-5,6-dihydro-4H-[1,2,4]triazolo[4,3-a][1]benzazepin-5-yl}carbamat C(C)(C)(C)OC(NC1CC=2N(C3=C(C1)C=C(C=C3)F)C(=NN2)[C@@H]2CC[C@H](CC2)OC2=NC=CC=C2)=O